CN(C(=O)C1=CC=C(C=C1)C=1C=CC(=NC1)NC=1C=C(C=NC1)NC(CCC=1C=C(C=CC1)NC(CNC(OC(C)(C)C)=O)=O)=O)C tert-butyl (2-((3-(3-((5-((5-(4-(dimethylcarbamoyl)phenyl)pyridin-2-yl)amino)pyridin-3-yl)amino)-3-oxopropyl)phenyl)amino)-2-oxoethyl)carbamate